4-[[(2R,3S,4R,5S)-3-(3,4-Difluoro-2-methoxy-phenyl)-4,5-dimethyl-5-(trifluoromethyl)tetrahydrofuran-2-carbonyl]amino]-3-methyl-pyridin-2-carboxamid FC=1C(=C(C=CC1F)[C@H]1[C@@H](O[C@@]([C@@H]1C)(C(F)(F)F)C)C(=O)NC1=C(C(=NC=C1)C(=O)N)C)OC